OC1=C(C(=O)C2=C(C=CC=C2)OC)C=CC(=C1)O 2,4-dihydroxy-2'-methoxybenzophenone